P(=O)(O)(O)C(N(C=O)C1[C@H](O)[C@H](O)[C@H](O1)CO)C(=O)N phosphoribosyl-formylglycinamide